BrCC=1N=C(SC1C)C1=CC=C(C=C1)Cl 4-(bromomethyl)-2-(4-chlorophenyl)-5-methylthiazole